ClC1=CC(=CC(=N1)C(=O)N(C1=CC=CC=C1)C)NC1=C(C=CC=C1)OC 6-chloro-4-((2-methoxyphenyl)amino)-N-methyl-N-phenylpicolinamide